(S)-2-((2-((R)-4-(difluoromethyl)-2-carbonyl-thiazolidine-3-yl)-5,6-dihydrobenzo[F]imidazo[1,2-d][1,4]oxazepin-9-yl)amino)propanamide FC([C@H]1N(C(SC1)=C=O)C=1N=C2N(CCOC3=C2C=CC(=C3)N[C@H](C(=O)N)C)C1)F